SCC(CSCCS)SC(CS)C 2-((1-mercapto-3-((2-mercaptoethyl)thio)propan-2-yl)thio)propan-1-thiol